2-[4-(Azetidin-3-yl)phenyl]-8-[(1R)-1-[(6-chloro-3-pyridyl)amino]ethyl]-3,6-dimethyl-chromen-4-one N1CC(C1)C1=CC=C(C=C1)C=1OC2=C(C=C(C=C2C(C1C)=O)C)[C@@H](C)NC=1C=NC(=CC1)Cl